N-(2-(ethylsulfanyl)-4-(5-fluoroisoindolin-2-yl)-6-methylphenyl)-3,3-dimethylbutyramide C(C)SC1=C(C(=CC(=C1)N1CC2=CC=C(C=C2C1)F)C)NC(CC(C)(C)C)=O